FC(C(=O)O)(F)F.N1CC(CCC1)N1CCS(CC1)(=O)=O 4-(piperidin-3-yl)thiomorpholine 1,1-dioxide, trifluoroacetic acid salt